COC1=NC(=CC=C1O)OC 2,6-Dimethoxypyridin-3-ol